OC1=NN(C=C1C(=O)NC1=CC2=C(C=N1)C=C(N2)C2CCOCC2)C OXYl-methyl-N-(2-(tetrahydro-2H-pyran-4-yl)-1H-pyrrolo[3,2-c]pyridin-6-yl)-1H-pyrazole-4-carboxamide